N'-{5-bromo-6-[(1S)-1-(3,5-difluorophenyl)ethoxy]-2-methylpyridin-3-yl}-N-methyl-N-methylimidoformamide BrC=1C=C(C(=NC1O[C@@H](C)C1=CC(=CC(=C1)F)F)C)N=CN(C)C